C(C)(C)(C)OC(=O)N1C(NC2=C1C=CC=C2)=O tert-butyl-2-oxo-2,3-dihydro-1H-benzo[d]imidazole-1-carboxylate